2-(6,8-diphenyldibenzo[b,d]furan-4-yl)-4,4,5,5-tetramethyl-1,3,2-dioxaborolan C1(=CC=CC=C1)C1=CC(=CC=2C3=C(OC21)C(=CC=C3)B3OC(C(O3)(C)C)(C)C)C3=CC=CC=C3